C(C)(C)(C)OC(N(C)[C@@H]1C[C@H](C1)OC1=C2C=NN(C2=CC(=C1)Br)C1OCCCC1)=O trans-N-[3-(6-bromo-1-tetrahydropyran-2-yl-indazol-4-yl)oxycyclobutyl]-N-methyl-carbamic acid tert-butyl ester